The molecule is an oxo monocarboxylic acid anion that is the conjugate base of all-trans-4-oxoretinoic acid, obtained by deprotonation of the carboxy group; major species at pH 7.3. CC1=C(C(CCC1=O)(C)C)/C=C/C(=C/C=C/C(=C/C(=O)[O-])/C)/C